(3R,5S)-1-[8-(difluoromethyl)quinolin-5-yl]-5-methylpiperidin-3-amine FC(C=1C=CC(=C2C=CC=NC12)N1C[C@@H](C[C@@H](C1)C)N)F